NC1=C(C=C(C=N1)NC(C(=O)N1[C@@H](CC[C@H](C1)C)C1CCC(CC1)C(C)(C)C)=O)C N-(6-amino-5-methyl-3-pyridyl)-2-[(2S,5R)-2-(4-tert-butylcyclohexyl)-5-methyl-1-piperidyl]-2-oxo-acetamide